NC=1C=NN(C1)C1CN(C1)CC#N (3-(4-amino-1H-pyrazol-1-yl)azetidin-1-yl)acetonitrile